3-(1-isopropyl-1H-benzo[d][1,2,3]triazol-5-yl)-5-(pyrazin-2-yl)-1,2,4-oxadiazole C(C)(C)N1N=NC2=C1C=CC(=C2)C2=NOC(=N2)C2=NC=CN=C2